BrC1=CC(=C(C(=C1)OCC1=CC=C(C=C1)OC)N(CC(=O)OC(C)(C)C)S(N)(=O)=O)F tert-butyl N-(4-bromo-2-fluoro-6-((4-methoxybenzyl)oxy)phenyl)-N-sulfamoylglycinate